CC=1SC=C(N1)C(=O)N(CC(NC=1C=C2CC3(C(NC4=NC=CC=C43)=O)CC2=CC1)=O)CC1=C(C=CC=C1)CNC 2-Methyl-N-(2-((methylamino)methyl)benzyl)-N-(2-oxo-2-((2'-oxo-1,1',2',3-tetrahydrospiro[indene-2,3'-pyrrolo[2,3-b]pyridin]-5-yl)amino)ethyl)thiazole-4-carboxamide